C1(CCC1)(CO)CO cyclobutanedimethanol